(R)-3-(6-(2-(Cyclopropylmethyl)-4-(methylsulfonyl)piperazin-1-yl)-1-methyl-1H-pyrazolo[3,4-d]pyrimidin-3-yl)-2,6-difluoro-5-(trifluoromethyl)phenol C1(CC1)C[C@H]1N(CCN(C1)S(=O)(=O)C)C1=NC=C2C(=N1)N(N=C2C=2C(=C(C(=C(C2)C(F)(F)F)F)O)F)C